3-nitrobenzenethiol [N+](=O)([O-])C=1C=C(C=CC1)S